C(C)(C)(C)N1C[C@H]([C@@H](C1)C1=C(C=C(C=C1)F)F)C(=O)N1C[C@H](C[C@H]1C(=O)N1CCOCC1)N(C(C(C)(C)C)=O)C1CCC(CC1)C N-((3S,5S)-1-((3S,4R)-1-(tert-butyl)-4-(2,4-difluorophenyl)pyrrolidine-3-carbonyl)-5-(morpholine-4-carbonyl)pyrrolidin-3-yl)-N-((1s,4R)-4-methylcyclohexyl)pivalamide